3,4-diethoxyphenylethylamine C(C)OC=1C=C(C=CC1OCC)CCN